Ethyl 2,3-dicyanopropionate C(#N)C(C(=O)OCC)CC#N